2-(trimethylsilyl)ethyl-(3R,4S)-3-fluoro-4-formylpyrrolidine-1-carboxylate C[Si](CCOC(=O)N1C[C@@H]([C@@H](C1)C=O)F)(C)C